3-(9-ethyl-6-morpholino-8-(pyridin-4-yl)-9H-purin-2-yl)-6,7-dihydropyrazolo[1,5-a]pyrazine-5(4H)-carboxylic acid tert-butyl ester C(C)(C)(C)OC(=O)N1CC=2N(CC1)N=CC2C2=NC(=C1N=C(N(C1=N2)CC)C2=CC=NC=C2)N2CCOCC2